(7R,14S)-12-chloro-1-methoxy-6-methyl-6,7-dihydro-7,14-methanobenzo[c]pyrido[1',2':1,5]pyrazolo[4,3-f]azocin-5(14H)-one ClC1=CC=2N(N=C3C2[C@H]2C4=C(C(N([C@@H]3C2)C)=O)C=CC=C4OC)C=C1